OC(C=CC(=O)O)CCCCC L-4-hydroxynonenic acid